C(C=C)(=O)N1CCN(CCC1)C(C=C)=O 1,4-bis(acryloyl)homopiperazine